2-cyclopentyl-5-hydroxyisoindolin-1-one C1(CCCC1)N1C(C2=CC=C(C=C2C1)O)=O